CN1C(C2(C3=C1C=NC=1C=CC(=CC31)C=3C=C1C=CC=NC1=CC3)CC2)=O 3'-Methyl-8'-(quinolin-6-yl)spiro[cyclopropane-1,1'-pyrrolo[2,3-c]quinolin]-2'(3'H)-one